ethyl 2-[2-[2-[2-[2-(tert-butoxycarbonylamino) ethoxy]ethoxy]ethoxy]ethoxy]acetate C(C)(C)(C)OC(=O)NCCOCCOCCOCCOCC(=O)OCC